C(C1=CC=CC=C1)N1[C@@H]([C@H]2CC[C@@H](C1)N2C(=O)OC(C)(C)C)[C@H](C(F)F)O tert-butyl (1R,2S,5S)-3-benzyl-2-((R)-2,2-difluoro-1-hydroxyethyl)-3,8-diazabicyclo[3.2.1]octane-8-carboxylate